4-{7-[2-fluoro-5-(propan-2-yl)phenyl]-1H,2H,3H-pyrido[3,4-b][1,4]oxazin-1-yl}pyridin-2-amine FC1=C(C=C(C=C1)C(C)C)C1=CC2=C(OCCN2C2=CC(=NC=C2)N)C=N1